C1(CCCCC1)N1C(NC(C(C1=O)CC)=O)=O 1-cyclohexyl-5-ethyl-2,4,6-pyrimidinetrione